2-chloro-5-fluoro-3-(2-trimethylsilylethynyl)benzoic acid methyl ester COC(C1=C(C(=CC(=C1)F)C#C[Si](C)(C)C)Cl)=O